6-methoxy-N'-((3-methyl-1,2,3,5,6,7-hexahydro-s-indacen-4-yl)carbamoyl)-6,7-dihydro-5H-pyrazolo[5,1-b][1,3]oxazine-3-sulfonimidamide COC1CN2C(OC1)=C(C=N2)S(=O)(N)=NC(NC2=C1C(CCC1=CC=1CCCC21)C)=O